ClC1=C(C=C2C=C(N=CC2=C1)NC(=O)[C@H]1CC12CC2)N2CCN(CC2)[C@@]2(COC[C@@H]2O)C (S)-N-(7-chloro-6-(4-((3R,4R)-4-hydroxy-3-methyltetrahydrofuran-3-yl)piperazin-1-yl)isoquinolin-3-yl)spiro[2.2]pentane-1-carboxamide